FC(C(=O)O)(F)F.CN(C1(CCC2(CN(C(N2)=O)C=2C=NC(=NC2)C2=CC=C(C(=O)N)C=C2)CC1)C1=CC=CC=C1)C 4-(5-(8-(dimethylamino)-2-oxo-8-phenyl-1,3-diazaspiro[4.5]decan-3-yl)pyrimidin-2-yl)benzamide trifluoroacetate salt